8-bromo-6-chloro-2,3-dimethyl-pyrido[3,2-d]pyrimidin-4-one BrC1=CC(=NC2=C1N=C(N(C2=O)C)C)Cl